[Si](C)(C)(C(C)(C)C)OCC[C@H](C)C1=NC(=C2N1C=C(N=C2)Cl)C2=CC=C(N2C)C(=O)OC methyl (S)-5-(3-(4-((tert-butyldimethylsilyl) oxy) butan-2-yl)-6-chloroimidazo[1,5-a]pyrazin-1-yl)-1-methyl-1H-pyrrole-2-carboxylate